BrC1=C(C2=C(N(C(N2C)=O)COCC[Si](C)(C)C)C=C1)F 5-bromo-4-fluoro-3-methyl-1-(2-trimethylsilylethoxymethyl)benzimidazol-2-one